OC=1C=C(C2=CC=CC=C2C1)S(=O)(=O)N 3-hydroxynaphthalene-1-sulfonamide